2-(6-bromo-3-(4-(1-methyl-1H-indol-3-yl)-2,5-dioxo-2,5-dihydrofuran-3-yl)-1H-indol-1-yl)acetic acid BrC1=CC=C2C(=CN(C2=C1)CC(=O)O)C=1C(OC(C1C1=CN(C2=CC=CC=C12)C)=O)=O